(E)-3-hydroxy-4-methoxybenzaldehyde O-furan-2-carbonyl oxime O1C(=CC=C1)C(=O)O\N=C\C1=CC(=C(C=C1)OC)O